C=C1SC=CC1C1C(N(C(C1)=O)CCCCCCC(=O)OCC)=O ethyl (E)-7-(3-(2-methylenethienyl)-2,5-dioxopyrrolidinyl)heptanoate